C(C)N(CC)[SiH2]N(CCO)CC N-(diethylaminosilyl)-N-ethylethanolamine